3-cyano-2-oxobutanoic acid ethyl ester C(C)OC(C(C(C)C#N)=O)=O